COC=1C(=CNC(C1)=O)C(=O)N(C)C 4-methoxy-N,N-dimethyl-6-oxo-1,6-dihydropyridine-3-carboxamide